C(C)(C)(C)OC(=O)N1CCN(CC1)C1=NC=NC(=C1)C=1C=NC2=CC=CC=C2C1 4-(6-(quinolin-3-yl)pyrimidin-4-yl)piperazine-1-carboxylic acid tert-butyl ester